O=C1NC(CCC1NC1=CC=C(C=C1)N1CCC(CC1)C(C(=O)O)(F)F)=O 2-[1-[4-[(2,6-dioxo-3-piperidyl)amino]phenyl]-4-piperidyl]-2,2-difluoro-acetic acid